N-(8-(3-cyanophenyl)-9H-purin-6-yl)pentanamide C(#N)C=1C=C(C=CC1)C=1NC2=NC=NC(=C2N1)NC(CCCC)=O